COC(=O)C1CN(CCO1)C(=O)OC(C)(C)C morpholine-2,4-dicarboxylic acid 4-(tert-butyl) ester 2-methyl ester